Tetrabutylphosphonium p-toluenesulfonate salt CC1=CC=C(C=C1)S(=O)(=O)[O-].C(CCC)[P+](CCCC)(CCCC)CCCC